(biphenylyl)(dimethylfluorenyl)triazine C1(=C(C=CC=C1)C=1C(=NN=NC1)C1=C(C(=CC=2C3=CC=CC=C3CC12)C)C)C1=CC=CC=C1